rac-(2s,5r)-2-(2,5-difluorophenyl)-5-(((2-(trimethylsilyl)ethoxy)carbonyl)amino)piperidine-1-carboxylic acid benzyl ester C(C1=CC=CC=C1)OC(=O)N1[C@@H](CC[C@H](C1)NC(=O)OCC[Si](C)(C)C)C1=C(C=CC(=C1)F)F |r|